tert-butyl 2-[5,6-difluoro-2-[[6-methoxy-5-[2-(4-methylpiperazin-1-yl)-2-oxo-ethoxy]-1,3-benzothiazol-2-yl]methylcarbamoyl]indan-2-yl]acetate FC=1C=C2CC(CC2=CC1F)(C(NCC=1SC2=C(N1)C=C(C(=C2)OC)OCC(=O)N2CCN(CC2)C)=O)CC(=O)OC(C)(C)C